8-(3,5-difluoro-4-methylbenzyl)imidazo[1,2-a]pyrazine-6-carbonitrile FC=1C=C(CC=2C=3N(C=C(N2)C#N)C=CN3)C=C(C1C)F